Indenoazepine N1=CC=CC=C2C1=CC=1C=CC=CC12